ClC1=C(C=C2CCNCC2=C1)NC1=NC=C(C(=N1)C1=CC2=C(NCCNC2=O)S1)C(F)(F)F 7-(2-((7-chloro-1,2,3,4-tetrahydroisoquinolin-6-yl)amino)-5-(trifluoromethyl)pyrimidin-4-yl)-1,2,3,4-tetrahydro-5H-thieno[2,3-e][1,4]diazepin-5-one